(N,N-dimethylamino)phenylboronic acid CN(C)C1=C(C=CC=C1)B(O)O